FC1=C(OC(C(=O)O)(C)C)C(=CC(=C1)CN1N=CN(C1=O)C1=CC=C(C=C1)OC(F)(F)F)F 2-(2,6-Difluoro-4-((5-oxo-4-(4-(trifluoromethoxy)phenyl)-4,5-dihydro-1H-1,2,4-triazol-1-yl)methyl)phenoxy)-2-methylpropionic acid